(3-(Aminomethyl)bicyclo[1.1.1]pentan-1-yl)(5-(3,5-difluorophenyl)-4,5-dihydro-1H-pyrazol-1-yl)methanone NCC12CC(C1)(C2)C(=O)N2N=CCC2C2=CC(=CC(=C2)F)F